diisobutyl bicyclo[2.2.1]heptane-2,3-dicarboxylate C12C(C(C(CC1)C2)C(=O)OCC(C)C)C(=O)OCC(C)C